3-Amino-5-benzyloxy-4-(7-fluoro-1H-indazol-4-yl)-8-methyl-1H-1,7-naphthyridin-2-one NC=1C(NC2=C(N=CC(=C2C1C1=C2C=NNC2=C(C=C1)F)OCC1=CC=CC=C1)C)=O